NC1=C(C(=CC=C1)F)C=1C(=CC2=C(N(C(N=C2N2C[C@@H](N(CC2)C(=O)OCC2=CC=CC=C2)CC#N)=O)C=2C(=NC=CC2CCC(=O)O)C(C)C)N1)F 3-(3-(7-(2-amino-6-fluorophenyl)-4-((S)-4-((benzyloxy)carbonyl)-3-(cyanomethyl)piperazin-1-yl)-6-fluoro-2-oxopyrido[2,3-d]pyrimidin-1(2H)-yl)-2-isopropylpyridin-4-yl)propanoic acid